NC1=NC=C(C=N1)/C(=C/C=1C=C(C=NC1CC)C(=O)N[C@@H]1[C@H](C[C@H](C1)OC(F)(F)F)O)/F 5-[(1Z)-2-(2-aminopyrimidin-5-yl)-2-fluoroethenyl]-6-ethyl-N-[(1S,2S,4S)-2-hydroxy-4-(Trifluoromethoxy)cyclopentyl]pyridine-3-carboxamide